1-((1S,3S)-3-butyl-6-methoxy-1-(4-(3-methyl-1,2,4-oxadiazol-5-yl)phenyl)-3,4-dihydroisoquinolin-2(1H)-yl)prop-2-yn-1-one C(CCC)[C@@H]1N([C@H](C2=CC=C(C=C2C1)OC)C1=CC=C(C=C1)C1=NC(=NO1)C)C(C#C)=O